OCC1=C(N=C(S1)NC1=CC=C(C=C1)S(N)(=O)=O)C1=C(C=CC=C1)S(=O)(=O)NC (5-(hydroxymethyl)-2-((4-sulfamoylphenyl)amino)thiazol-4-yl)-N-methylbenzenesulfonamide